(S)-1-(2,5-dichlorophenyl)propane-1,3-diol ClC1=C(C=C(C=C1)Cl)[C@H](CCO)O